2-(3,5-dichloro-4-((3'-(difluoromethoxy)-2-fluoro-6-hydroxy-[1,1'-biphenyl]-3-yl)methyl)phenoxy)acetic acid ClC=1C=C(OCC(=O)O)C=C(C1CC=1C(=C(C(=CC1)O)C1=CC(=CC=C1)OC(F)F)F)Cl